BrC1=CC=C(C(=O)N(C)OC)C=C1 4-bromo-N-methoxy-N-methylbenzamide